2,6-diacetylethylpyridine-4-carboxylic acid C(C)(=O)CCC1=NC(=CC(=C1)C(=O)O)C(C)=O